4-[5-(4-chlorophenyl)-1-[2-(trifluoromethyl)-phenyl]pyrrol-2-yl]-N-[2-(dimethylamino)ethyl]benzamide ClC1=CC=C(C=C1)C1=CC=C(N1C1=C(C=CC=C1)C(F)(F)F)C1=CC=C(C(=O)NCCN(C)C)C=C1